(R)-N-(3,5-difluoro-4-((6-methoxy-7-(2-(methylamino)ethoxy)quinolin-4-yl)oxy)phenyl)-4-(2-hydroxypropoxy)pyridine-3-carboxamide FC=1C=C(C=C(C1OC1=CC=NC2=CC(=C(C=C12)OC)OCCNC)F)NC(=O)C=1C=NC=CC1OC[C@@H](C)O